2-carbamoylpiperazine-1,4-dicarboxylic acid di-tert-butyl ester C(C)(C)(C)OC(=O)N1C(CN(CC1)C(=O)OC(C)(C)C)C(N)=O